tert-butyl (S)-(1-((1-(4-acetylphenyl)-2-methylpropan-2-yl)amino)-1-oxopropan-2-yl)carbamate C(C)(=O)C1=CC=C(C=C1)CC(C)(C)NC([C@H](C)NC(OC(C)(C)C)=O)=O